1-(4-acetylphenyl)-2-(tetrahydrofuran-2-yl)-9H-pyrrolo[1,2-a]indol-9-one C(C)(=O)C1=CC=C(C=C1)C=1C(=CN2C1C(C=1C=CC=CC21)=O)C2OCCC2